(R)-2-ethynyl-5-(pyrrolidin-3-yloxy)pyridine hydrochloride Cl.C(#C)C1=NC=C(C=C1)O[C@H]1CNCC1